ClC=1C=CC(=C(C1)C1=CC(N(C=C1OC)C(C(=O)NC1=CC=C(C(=O)OC(C)(C)C)C=C1)CCOC)=O)C1=CN=CO1 tert-Butyl 4-[(2-{4-[5-chloro-2-(1,3-oxazol-5-yl)phenyl]-5-methoxy-2-oxopyridin-1(2H)-yl}-4-methoxybutanoyl)amino]benzoate